BrC1=C(C(=C(C=C1)F)C)[N+](=O)[O-] 1-bromo-4-fluoro-3-methyl-2-nitro-benzene